2,5-diformylbenzonitrile C(=O)C1=C(C#N)C=C(C=C1)C=O